(2R,3S)-3-((2-(6-(difluoromethyl)-3-methoxyquinolin-8-yl)-5-fluorobenzo[d]thiazol-6-yl) oxy)butan-2-yl (2-methylpyrimidin-5-yl)carbamate CC1=NC=C(C=N1)NC(O[C@H](C)[C@H](C)OC1=CC2=C(N=C(S2)C=2C=C(C=C3C=C(C=NC23)OC)C(F)F)C=C1F)=O